Methyl 3-[[1-(1,3-benzothiazol-2-yl)-2-(3-cyanophenyl)ethyl]sulfamoyl]benzoate S1C(=NC2=C1C=CC=C2)C(CC2=CC(=CC=C2)C#N)NS(=O)(=O)C=2C=C(C(=O)OC)C=CC2